(3R,6S,9S,12S,15S,18R,19R)-9-(aminomethyl)-18,19-dibutyl-12-cyclohexyl-3,16-dimethyl-15-propyl-6-[(1S)-1-hydroxyethyl]-1-oxa-4,7,10,13,16-pentazacyclononadecane-5,8,11,14,17-pentone NC[C@H]1C(N[C@H](C(N[C@@H](CO[C@@H]([C@H](C(N([C@H](C(N[C@H](C(N1)=O)C1CCCCC1)=O)CCC)C)=O)CCCC)CCCC)C)=O)[C@H](C)O)=O